ClC(C(=O)N(NC([C@H](CC1CCCCC1)NS(=O)(=O)CC1=CC=CC=C1)=O)CCC(=O)N)F 3-(1-(2-Chloro-2-fluoroacetyl)-2-((S)-3-cyclohexyl-2-(phenylmethylsulfonamido)propanoyl)hydrazinyl)propanamide